tert-butyl (2S,7S*)-2-[(benzyloxy)methyl]-7-ethoxy-1,4-oxazocane-4-carboxylate C(C1=CC=CC=C1)OC[C@H]1OC[C@H](CCN(C1)C(=O)OC(C)(C)C)OCC |o1:12|